(S)-2-(1-methyl-1H-pyrazol-4-yl)-N-(2-methyl-5-(2-(2-methylpiperidin-1-yl)acetamido)pyridin-3-yl)-1H-pyrrolo[2,3-b]pyridine-5-carboxamide CN1N=CC(=C1)C1=CC=2C(=NC=C(C2)C(=O)NC=2C(=NC=C(C2)NC(CN2[C@H](CCCC2)C)=O)C)N1